1-(2-hydroxyethyl)-4-methyl-N-(3-fluoro-4-(methylsulfonyl)phenyl)-5-(2-(trifluoromethyl)phenyl)-1H-pyrrole-3-carboxamide OCCN1C=C(C(=C1C1=C(C=CC=C1)C(F)(F)F)C)C(=O)NC1=CC(=C(C=C1)S(=O)(=O)C)F